ClC1=NC=C(C(=N1)NCC1=CC=C(C=C1)C)C(=O)N 2-chloro-4-((4-methylbenzyl)amino)pyrimidin-5-carboxamide